FC1=CC(=CC=2NC(=NC21)N2CC1C(OCCN1C(=O)OC(C)(C)C)CC2)F tert-butyl 6-(4,6-difluoro-1H-benzo[d]imidazol-2-yl)hexahydro-2H-pyrido[4,3-b][1,4]oxazine-4(3H)-carboxylate